C(CCC)[Sn](C=1SC(=CC1)CC(CCCCCCCC)CCCCCC)(CCCC)CCCC tributyl[5-(2-hexyldecyl)thiophene-2-yl]stannane